COC(=O)N1[C@H]([C@]2(C[C@H]1C)NC(COC2)=O)CC=2C(=C(C=CC2)C2=CC(=CC(=C2)F)F)F (1S,3R,5S)-3-methyl-7-oxo-1-({2,3',5'-trifluoro-[1,1'-biphenyl]-3-yl}methyl)-9-oxa-2,6-diazaspiro[4.5]decane-2-carboxylic acid methyl ester